OB1N(N=C(C2=C1C=NC1=C2C=CN1)C1[C@@H]2CC3CC(C[C@@H]1C3)(C2)O)C=O 4-Hydroxy-1-((1R,2s,3S,5s,7s)-5-hydroxyadamantan-2-yl)-4,7-dihydro-3H-pyrrolo[3',2':5,6]-pyrido[3,4-d][1,2,3]diazaborinine-3-carbaldehyde